ClC1=CC(=C(COC2=CC=CC(=N2)C2CCN(CC2)CC2=NC3=C(N2C)C=C(C=C3OCCF)C(=O)O)C=C1)F 2-((4-(6-((4-Chloro-2-fluorobenzyl)oxy)pyridin-2-yl)piperidin-1-yl)methyl)-4-(2-fluoroethoxy)-1-methyl-1H-benzo[d]imidazole-6-carboxylic acid